N(=C=O)CCC[Si](OCCOCCOC)(OCCOCCOC)OCCOCCOC 3-isocyanatopropyltris(methoxyethoxyethoxy)silane